4-methylphenylsulfonyloxy-diphenylmaleimide CC1=CC=C(C=C1)S(=O)(=O)ON1C(C(=C(C1=O)C1=CC=CC=C1)C1=CC=CC=C1)=O